C(O)C1OC(CC1)CO 2,5-dimethyloltetrahydrofuran